C(C)C(C)CCCC.C(C)[N+](C)(CC)CC triethylmethyl-ammonium 2-ethyl-hexane salt